tin oxide nickel [Ni].[Sn]=O